ClC1=C(C=NN(C1=O)[C@@H]1CC[C@H](CC1)N1C(N(C2=C1C=CC=C2)C)=O)NCC2COCCC2 trans-1-[4-[5-chloro-6-oxo-4-(tetrahydropyran-3-ylmethylamino)pyridazin-1-yl]cyclohexyl]-3-methyl-benzimidazol-2-one